1-(2-pyrimidyl)-4-bromoindole N1=C(N=CC=C1)N1C=CC2=C(C=CC=C12)Br